3-methyl-2-(1-methyl-5-(4-methylpiperazin-1-yl)-1H-imidazo[4,5-b]pyrazin-2-yl)-5-(trifluoromethyl)phenol formate Salt C(=O)O.CC=1C(=C(C=C(C1)C(F)(F)F)O)C1=NC=2C(=NC=C(N2)N2CCN(CC2)C)N1C